[K+].C(CCCC)C(C(=O)[O-])C(=O)[O-].[K+] 2-pentylmalonic acid, potassium salt